FC1=CC=C(C=C1)NCC1=COC2=CC=CC=C2C1=O 3-(((4-Fluorophenyl)amino)methyl)-4H-chromen-4-one